N[C@H]1C[C@H](N(CC1)C(=O)N1CC2(CCCC2)[C@@H](CC1)CN1C(C=C(C=C1)C1=CC=CC=C1)=O)C1=CC(=CC(=C1)F)F 1-(((R)-7-((2S,4R)-4-amino-2-(3,5-difluorophenyl)piperidine-1-carbonyl)-7-azaspiro[4.5]dec-10-yl)methyl)-4-phenylpyridin-2(1H)-one